C1(CC1)S(=O)(=O)NC=1SC=C(N1)C1(CCOCC1)C(=O)NC1=C(C=C(C=C1)C1=NC(=CN=C1)OCC)F 4-(2-(cyclopropanesulfonylamino)thiazol-4-yl)-N-(4-(6-ethoxypyrazin-2-yl)-2-fluorophenyl)tetrahydro-2H-pyran-4-carboxamide